[Cl-].[Cl-].CN(CCN(C)C)C.[Zn+2] zinc (N,N,N',N'-tetramethyl-ethylenediamine) dichloride